FC(C=1C=C2CN(C(C2=CC1)COC)C(=O)NC=1C=C2CN(C(C2=CC1)=O)C1C(NC(CC1)=O)=O)F 5-(difluoromethyl)-N-(2-(2,6-dioxopiperidin-3-yl)-1-oxoisoindolin-5-yl)-1-(methoxymethyl)isoindoline-2-carboxamide